S([O-])(O)=O.[Na+].C1(=CC=CC2=CC=CC=C12)O.C1(=CC=CC2=CC=CC=C12)O dinaphthol sodium bisulfite